Cl.C(#N)COC(=O)N1CCNCC1 (cyanomethyl)piperazine-1-carboxylate hydrochloride